2-[1-(2-Difluoromethyl-pyridin-4-yl)-azetidin-3-yl]-1-(3,6,7,8-tetrahydro-1H-2,4-diaza-as-indacen-2-yl)-ethanone FC(C1=NC=CC(=C1)N1CC(C1)CC(=O)N1CC2=C3CCCC3=CN=C2C1)F